C1(CCCCC1)CCC(=O)C1=CC=C(C=C1)SCC1=CC=C(C=C1)[N+](=O)[O-] 3-cyclohexyl-1-[4-(4-nitrobenzylthio)phenyl]-1-propanone